FC(CC=C)(F)F 4,4,4-trifluorobutene